5-bromo-3-chloro-ortho-picolinic acid BrC=1C=C(C(=NC1)C(=O)O)Cl